rac-6-methoxy-2-((1s,2r)-2-methyl-4-(N-methylacetamido)cyclohexyl)-2H-indazole-5-carboxylic acid COC=1C(=CC2=CN(N=C2C1)[C@@H]1[C@@H](C[C@@H](CC1)N(C(C)=O)C)C)C(=O)O |&1:14|